tert-butyl (2S,4R)-4-(acetyloxy)-2-(dimethylcarbamoyl)pyrrolidine-1-carboxylate C(C)(=O)O[C@@H]1C[C@H](N(C1)C(=O)OC(C)(C)C)C(N(C)C)=O